C(#C)C1=CC=C2C(=N1)C(CN2C(=O)OC(C)(C)C)(C)C tert-butyl 5-ethynyl-3,3-dimethyl-1H,2H,3H-pyrrolo[3,2-b]pyridine-1-carboxylate